C1(=CC(=CC=C1)C1=NC(=NC(=C1)C1=CC=C(C2=CC=CC=C12)B1OC(C(O1)(C)C)(C)C)C1=CC=CC=C1)C1=CC=CC=C1 4-([1,1'-biphenyl]-3-yl)-2-phenyl-6-(4-(4,4,5,5-tetramethyl-1,3,2-dioxaborolan-2-yl)naphthalene-1-yl)pyrimidine